OCC(C(=O)N)C1=CC=CC=C1 3-hydroxy-2-phenylpropionamide